N(=C=O)COCN=C=O bis(isocyanatomethyl) ether